ClC1=C(C=C(C=C1)N1CC(C=2C1=NC=C(N2)C(=O)N2C(CN(CC2)C2=CC=C(C=N2)CC(=O)OC)(C)C)(C)C)F methyl 2-(6-(4-(5-(4-chloro-3-fluorophenyl)-7,7-dimethyl-6,7-dihydro-5H-pyrrolo[2,3-b]pyrazine-2-carbonyl)-3,3-dimethylpiperazin-1-yl)pyridin-3-yl)acetate